C(#N)C1=CC=C(C=C1)C=1C(=NN(C1O)C1=CC(=C(C=N1)S(=O)(=O)NC1CC1)C)C 6-(4-(4-cyanophenyl)-5-hydroxy-3-methyl-1H-pyrazol-1-yl)-N-cyclopropyl-4-methylpyridine-3-sulfonamide